6-hydroxy-5,7,8-trimethyl-2-naphthoic acid OC=1C(=C2C=CC(=CC2=C(C1C)C)C(=O)O)C